(S)-N-((7-(3,4-dihydroxybut-1-yn-1-yl)-1-methyl-4-(4-(trifluoromethoxy)phenyl)-1H-benzo[d]imidazol-6-yl)methyl)acrylamide O[C@@H](C#CC1=C(C=C(C2=C1N(C=N2)C)C2=CC=C(C=C2)OC(F)(F)F)CNC(C=C)=O)CO